methyl 2,4,6-trimethylbenzoylphenylphosphonate CC1=C(C(=O)C2=C(C=CC=C2)P(OC)([O-])=O)C(=CC(=C1)C)C